(E)-1,9-dimethyl-3-(2-(pyridin-4-yl)vinyl)-9H-pyrido[3,4-b]indole CC1=NC(=CC2=C1N(C1=CC=CC=C21)C)\C=C\C2=CC=NC=C2